BrC(C(=O)OCC)C1=C(C(=CC=C1)C)C1CCC(CC1)OC Ethyl 2-bromo-2-(2-((1r,4r)-4-methoxycyclohexyl)-3-methylphenyl)acetate